COC1=CC=C(CN2C(=NC=C2)C2=CC=C(C=C2)NS(=O)(=O)C=2C=CC=C3C=CC=NC23)C=C1 N-(4-(1-(4-methoxybenzyl)-1H-imidazol-2-yl)phenyl)quinoline-8-sulfonamide